C(C)OC1=NC=CC=C1C1=CC(=C2C(=N1)C(=NN2C2COC2)C)NCC=2C(=NC=CC2)OC 5-(2-ethoxy-3-pyridinyl)-N-[(2-methoxy-3-pyridinyl)methyl]-3-methyl-1-(oxetan-3-yl)pyrazolo[4,3-b]pyridin-7-amine